6-chloro-8-(1,1-difluoro-5-azaspiro[2.3]hexan-5-yl)imidazo[1,2-b]pyridazine ClC=1C=C(C=2N(N1)C=CN2)N2CC1(CC1(F)F)C2